C(C)(C)(CC(C)(C)C)NC(C=C)=O N-tert-Octylacrylamid